COC(C(CCCCCCCCCC=O)N1[C@H](CC[C@H](C1)O)COC(C1=CC=CC=C1)(C1=CC=C(C=C1)OC)C1=CC=C(C=C1)OC)=O ((2R,5R)-2-((bis(4-methoxyphenyl)(phenyl)-methoxy)methyl)-5-hydroxypiperidin-1-yl)-12-oxododecanoic acid methyl ester